COC1=CC=C(C=C1)N(C1=NC2=CC=CC=C2C(=C1)C(F)(F)F)C N-(4-methoxyphenyl)-N-methyl-4-trifluoromethylquinolin-2-amine